1-(3,5-difluorobenzyl)-1H-imidazol-4-amine FC=1C=C(CN2C=NC(=C2)N)C=C(C1)F